5-(3-bromophenyl)uridine BrC=1C=C(C=CC1)C=1C(NC(N([C@H]2[C@H](O)[C@H](O)[C@@H](CO)O2)C1)=O)=O